(S)-3-amino-3-phenylpropionic acid methyl ester hydrochloride Cl.COC(C[C@@H](C1=CC=CC=C1)N)=O